(6S)-5-(2-methoxybutyryl)-N-((S)-3-oxo-1-((S)-2-oxopyrrolidin-3-yl)-4-(trifluoromethoxy)butan-2-yl)-5-azaspiro[2.4]heptane-6-carboxamide COC(C(=O)N1CC2(CC2)C[C@H]1C(=O)N[C@@H](C[C@H]1C(NCC1)=O)C(COC(F)(F)F)=O)CC